CN1C(N(C2=C1C=C(C=C2)C2CC(C2)OCCCNC)C2C(NC(CC2)=O)=O)=O 3-(3-methyl-5-{3-[3-(methylamino)propoxy]cyclobutyl}-2-oxo-1,3-benzodiazol-1-yl)piperidine-2,6-dione